2-(5-Nitro-2-pyridylazo)-5-[N-n-propyl-N-(3-sulfopropyl)amino]phenol [N+](=O)([O-])C=1C=CC(=NC1)N=NC1=C(C=C(C=C1)N(CCCS(=O)(=O)O)CCC)O